BrC(C(=O)OCC)C1=C(C(=CC(=C1)[C@H]1OCC(CC1)(C)C)F)OC ethyl 2-bromo-2-(5-((S)-5,5-dimethyltetrahydro-2H-pyran-2-yl)-3-fluoro-2-methoxyphenyl)acetate